propylene glycol monopropionate C(CC)(=O)O.C(C(C)O)O